methylidene-2-heptanone C=CC(CCCCC)=O